The molecule is a polycyclic ether comprising a linear sequence of five trans-fused oxacycles (three oxepines and two pyrans) which corresponds to the ABCDE ring fragment of ciguatoxin CTX1B. It has a role as an epitope. It is a polycyclic ether and an organic heteropentacyclic compound. C=CC[C@@H]1[C@H](C=C[C@@H]2[C@@H](O1)C=C[C@@H]3[C@@H](O2)C[C@@H]4[C@@H](O3)[C@@H]([C@@H]5[C@@H](O4)CC=C[C@@H](O5)/C=C/[C@@H](CO)O)O)O